rac-(4r,5r)-4-(3,4-difluoro-2-methoxy-phenyl)-2,3-dimethyl-2-(trifluoromethyl)-3H-furan-5-carboxylic acid ethyl ester C(C)OC(=O)C1=C(C(C(O1)(C(F)(F)F)C)C)C1=C(C(=C(C=C1)F)F)OC